COC1=CC=C(C(=O)[Ge](CC)(CC)C(C2=CC=C(C=C2)OC)=O)C=C1 bis(4-methoxybenzoyl)-diethylgermanium